C1(C\C=C/CCCCCCCCCCCC)C(=O)OC1=O cis-3-hexadecene-1,1-dicarboxylic anhydride